COC(=O)C1CC2CC(CC2C1)N.OC1=C(C=C(C=C1CO)C(C)(C)C1=CC(=C(C(=C1)CO)O)CO)CO 2,2-bis(4-hydroxy-3,5-dimethylolphenyl)propane methyl-5-aminooctahydropentalene-2-carboxylate